ClC1=C2C(=C(N=N1)C1=C(C=C(C=C1)C(F)(F)F)OC)C=NC=C2 1-chloro-4-(2-methoxy-4-(trifluoromethyl)phenyl)pyrido[3,4-d]pyridazine